C(C)(C)(CCC)O tertiary hexanol